C(C1=CC=CC=C1)OC1=CC=C2C(=C(C=NC2=C1)C(=O)C1=C(C=C(C=C1)Cl)C)Cl (7-(benzyloxy)-4-chloroquinolin-3-yl)(4-chloro-2-methylphenyl)methanone